1-(5-chloro-2-hydroxymethylphenyl)-3-(2-chloropyridin-4-yl)urea ClC=1C=CC(=C(C1)NC(=O)NC1=CC(=NC=C1)Cl)CO